(S)-Ethyl 3-(6-bromo-3-fluoro-4-(triethylsilyl)pyridin-2-yl)-3-((R)-1,1-dimethylethylsulfinamido)butanoate BrC1=CC(=C(C(=N1)[C@@](CC(=O)OCC)(C)N[S@](=O)C(C)(C)C)F)[Si](CC)(CC)CC